C(C)(C)N1C(=NN=C1)C1=CC=CC(=N1)NC(=O)NC=1SC2=C(N1)C=CC(=C2)C(F)(F)F 1-(6-(4-isopropyl-4H-1,2,4-triazol-3-yl)pyridin-2-yl)-3-(6-(trifluoromethyl)benzo[d]thiazol-2-yl)urea